ClC1=NC(=C(C=C1)C)Cl 2,6-dichloro-5-methylpyridine